C(CCC)C#CSCCCC n-butyl-(n-butylthio)acetylene